(3R)-3-amino-7-[5-(1-amino-2,2,2-trifluoro-ethyl)-1,2,4-oxadiazol-3-yl]-8-fluoro-1,1-dioxo-5-[[4-(trifluoromethoxy)phenyl]methyl]-2,3-dihydro-1λ6,5-benzothiazepin-4-one N[C@H]1CS(C2=C(N(C1=O)CC1=CC=C(C=C1)OC(F)(F)F)C=C(C(=C2)F)C2=NOC(=N2)C(C(F)(F)F)N)(=O)=O